N-ethyl-5-[[5-[2-methyl-5-[[(1S,5R,7s)-3-oxa-9-azabicyclo[3.3.1]nonan-7-yl]oxy]-4-pyridyl]pyrazolo[1,5-a]pyridin-2-yl]amino]pyrazine-2-carboxamide C(C)NC(=O)C1=NC=C(N=C1)NC1=NN2C(C=C(C=C2)C2=CC(=NC=C2OC2C[C@@H]3COC[C@H](C2)N3)C)=C1